C1(=CC=CC2=CC=CC=C12)N(C1=CC=C(C=C1)C1=CC=C(N(C2=CC=CC=C2)C2=CC=CC3=CC=CC=C23)C=C1)C1=CC=CC=C1 N,N'-bis(naphthalene-1-yl)N,N'-bis(phenyl)benzidine